5-methoxy-2-(m-tolyl)pyrimidine bismuth [Bi].COC=1C=NC(=NC1)C=1C=C(C=CC1)C